NC1=NC2=C(C=3C=C(C=NC13)CCC1=C(C=C(C=C1)OCCCC(P(=O)(O)O)(F)F)C)C=CC(=C2)CCC(=O)O 3-(5-amino-2-(4-(4,4-difluoro-4-phosphonobutoxy)-2-methylphenethyl)benzo[f][1,7]naphthyridin-8-yl)propanoic acid